CC1CCC2C13CCC(C(C3)C2(C)C)(C)OC(=O)C CEDRAN-8-YL ACETATE